C(C1=CC=CC=C1)N1C[C@@](CC1)(C(=O)OC)NC(=O)OCC1=CC=CC=C1 methyl (S)-1-benzyl-3-(((benzyloxy)carbonyl)amino)pyrrolidine-3-carboxylate